N-{3-[2-tert-Butyl-5-(2-chloro-pyrimidin-4-yl)-thiazol-4-yl]-2-fluoro-phenyl}-2,6-difluoro-benzenesulfonamide C(C)(C)(C)C=1SC(=C(N1)C=1C(=C(C=CC1)NS(=O)(=O)C1=C(C=CC=C1F)F)F)C1=NC(=NC=C1)Cl